(R)-2-(4-((1-(azetidin-3-yl)piperidin-3-yl)amino)-6,7-dihydro-5H-cyclopenta[d]pyridazin-1-yl)-5-(trifluoromethyl)phenol N1CC(C1)N1C[C@@H](CCC1)NC=1C2=C(C(=NN1)C1=C(C=C(C=C1)C(F)(F)F)O)CCC2